N-(4-(3-methoxyoxetan-3-yl)phenyl)-4-(3-(trifluoromethyl)benzyl)piperidine-1-carboxamide COC1(COC1)C1=CC=C(C=C1)NC(=O)N1CCC(CC1)CC1=CC(=CC=C1)C(F)(F)F